Cl.CON methoxyamine HCl